(+)-Methyl 2-[2-chloro-4-(4-chlorophenoxy)phenyl]-2-hydroxy-3-(1,2,4-triazol-1-yl)propanoate ClC1=C(C=CC(=C1)OC1=CC=C(C=C1)Cl)C(C(=O)OC)(CN1N=CN=C1)O